NCCC1=CC(=C(C=C1)O)CC 4-(2-Aminoethyl)-2-ethylphenol